C=1N=CN2C1C1=CC=CC=C1[C@H]2[C@H]2[C@H](C1=C(N=CS1)CC2)O (6S,7R)-6-((R)-5H-Imidazo[5,1-a]isoindol-5-yl)-4,5,6,7-tetrahydrobenzo[d]thiazol-7-ol